FC=1C=C(C=CC1NC1=NN2C=NC(=C(C2=N1)OC(C)C)C=1C=NNC1)S(=O)(=O)N1CC2(C1)CN(CCC2)C(=O)OC(C)(C)C tert-butyl 2-((3-fluoro-4-((8-isopropoxy-7-(1H-pyrazol-4-yl)-[1,2,4]triazolo[1,5-c]pyrimidin-2-yl)amino)phenyl)sulfonyl)-2,6-diazaspiro[3.5]nonane-6-carboxylate